4-(((1R,4R)-4-(5-(difluoromethyl)-1,3,4-oxadiazol-2-yl)cyclohexyl)amino)-N-((R)-2-fluoro-3-hydroxy-3-methylbutyl)nicotinamide sulfur hafnium [Hf].[S].FC(C1=NN=C(O1)C1CCC(CC1)NC1=CC=NC=C1C(=O)NC[C@H](C(C)(C)O)F)F